C1(CCCCC(CCC)O1)=O epsilon-pelargolactone